CC1=CC=CC(=N1)C1=C(N=CN1)C=1C=C2C=C(C=NC2=CC1)N1CC(NCC1)CC(=O)O 2-[4-[6-[5-(6-methyl-2-pyridyl)-1H-imidazol-4-yl]-3-quinolyl]piperazin-2-yl]acetic acid